1-(4-methoxybenzyl)-3-(4-(4-(2-(piperidin-4-yl)ethyl)piperidin-1-yl)phenyl)piperidine-2,6-dione COC1=CC=C(CN2C(C(CCC2=O)C2=CC=C(C=C2)N2CCC(CC2)CCC2CCNCC2)=O)C=C1